BrC1=C(C=CC=2N(C(N(C21)C)=O)C2C(N(C(CC2)=O)CC2=CC=C(C=C2)OC)=O)F 3-(4-bromo-5-fluoro-3-methyl-2-oxo-benzimidazol-1-yl)-1-[(4-methoxyphenyl)methyl]piperidine-2,6-dione